(3R)-7-((2S,5R)-4-acryloyl-2,5-dimethylpiperazin-1-yl)-9-chloro-10-(2,4-difluorophenyl)-3-((1-(oxetan-3-yl)piperidin-4-yl)methyl)-2H-[1,4]oxazino[2,3,4-ij]quinazolin-5(3H)-one C(C=C)(=O)N1C[C@@H](N(C[C@H]1C)C1=NC(N2C3=C(C(=C(C=C13)Cl)C1=C(C=C(C=C1)F)F)OC[C@H]2CC2CCN(CC2)C2COC2)=O)C